cyclohexylcarbazole C1(CCCCC1)C1=CC=CC=2C3=CC=CC=C3NC12